5-(2-(4-(2,6-dimethylmorpholino)phenyl)thiazol-5-yl)-3-fluoro-2-hydroxybenzaldehyde CC1OC(CN(C1)C1=CC=C(C=C1)C=1SC(=CN1)C=1C=C(C(=C(C=O)C1)O)F)C